2,2-bis(4-di-p-tolylaminophenyl)propane C1(=CC=C(C=C1)N(C1=CC=C(C=C1)C(C)(C)C1=CC=C(C=C1)N(C1=CC=C(C=C1)C)C1=CC=C(C=C1)C)C1=CC=C(C=C1)C)C